6-Methoxy-1,2,3,4-tetrahydroisoquinoline COC=1C=C2CCNCC2=CC1